(3S)-N-[5-(furan-2-yl)-2-methyl-[1,2,4]triazolo[1,5-c]pyrimidin-7-yl]-3-hydroxypyrrolidine-1-carboxamide O1C(=CC=C1)C1=NC(=CC=2N1N=C(N2)C)NC(=O)N2C[C@H](CC2)O